tert-Butyl (S)-2-acetylazetidine-1-carboxylate C(C)(=O)[C@H]1N(CC1)C(=O)OC(C)(C)C